FC1=CC=C(C=C1)C(CNC(=O)[C@@H]1COC2=CC=C(C=C2C1)OC1=CC=NC=2NC(CCC12)=O)=O |o1:12| (S) or (R)-N-[2-(4-fluorophenyl)-2-oxo-ethyl]-6-[(7-oxo-6,8-dihydro-5H-1,8-naphthyridin-4-yl)oxy]Chroman-3-carboxamide